CN(C)C[C@H]1CN(CC[C@]1(O)C=1C=C(C(=O)N)C=CC1)CC=1C=NC=C(C1)F 3-[(3s,4r)-3-dimethylaminomethyl-1-(5-fluoro-pyridin-3-ylmethyl)-4-hydroxy-piperidin-4-yl]-benzamide